CC1(OB(OC1(C)C)B1OC(C(O1)(C)C)(C)C)C 4,4,4',4',5,5,5',5'-octamethyl-2,2-bi-1,3,2-dioxaborolan